N-[3-methoxy-4-(4,4,5,5-tetramethyl-1,3,2-dioxaborolan-2-yl)phenyl]-2-methylpropan-2-enamide COC=1C=C(C=CC1B1OC(C(O1)(C)C)(C)C)NC(C(=C)C)=O